BrC=1C=C(C=2N(C1)C=C(N2)C(F)F)OC(F)F 6-bromo-8-(difluoromethoxy)-2-(difluoromethyl)imidazo[1,2-a]pyridine